5-azaspiro[2.4]heptane-6-amide C1CC12CNC(C2)C(=O)N